1-(biphenyl-4-yl)-2-methyl-2-aminopropane C1(=CC=C(C=C1)CC(C)(N)C)C1=CC=CC=C1